2-Methyl-N-{(1S)-1-(4-methylcyclohexyl)-2-oxo-2-[(2-oxospiro[1H-pyrrolo[3,2-c]pyridine-3,4'-oxane]-6-yl)amino]ethyl}-thiazole-4-carboxamide CC=1SC=C(N1)C(=O)N[C@H](C(NC1=CC2=C(C=N1)C1(CCOCC1)C(N2)=O)=O)C2CCC(CC2)C